FC=1C=C2C(=CNC2=C(C1)C#N)C1=NC2=CC=CN=C2C=C1 5-fluoro-3-(1,5-naphthyridin-2-yl)-1H-indole-7-carbonitrile